4-(4,4,4-trifluorobutyryl)benzoic acid FC(CCC(=O)C1=CC=C(C(=O)O)C=C1)(F)F